methyl-(cyclopropyl)-methyl-({6-[(3R)-3-methylmorpholin-4-yl]-2-{1H-pyrrolo[2,3-b]-pyridin-4-yl}pyrimidin-4-yl}imino)-λ6-sulfanone CCS(=O)(=NC1=NC(=NC(=C1)N1[C@@H](COCC1)C)C1=C2C(=NC=C1)NC=C2)C2CC2